(S)-3-((S)-sec-butyl)-8-fluoro-2-oxo-1,2,3,5-tetrahydro-4H-benzo[e][1,4]diazepine-4-carboxamide [C@H](C)(CC)[C@@H]1N(CC2=C(NC1=O)C=C(C=C2)F)C(=O)N